BrC=1C=CC(=C2C(=NN(C12)C)C)C 7-bromo-1,3,4-trimethyl-1H-indazole